(1R,2S)-cis-1,2-dihydroxy-1,2-dihydronaphthalene O[C@H]1[C@H](C=CC2=CC=CC=C12)O